FC(COC1=CC=C(C=C1)C#CC1=C2C=C(N=CC2=C(N=C1)NC)NC(=O)C1CC1)(C)C N-(5-((4-(2-fluoro-2-methylpropyloxy)phenyl)ethynyl)-8-(methylamino)-2,7-naphthyridin-3-yl)cyclopropanecarboxamide